dimethyl-4-(trifluoromethyl)pyrimidin-2-amine CC1=C(C(=NC(=N1)N)C(F)(F)F)C